CC1(C2=CC=CC(=C2OC=2C(=CC=CC12)P1CCC(CC1)(C1=CC=CC=C1)C1=CC=CC=C1)P1CCC(CC1)(C1=CC=CC=C1)C1=CC=CC=C1)C (9,9-dimethyl-9H-xanthene-4,5-diyl)bis(diphenylphosphinane)